N-(1-((1-fluorocyclopropyl)methyl)-1H-pyrazolo[3,4-b]pyridin-6-yl)-4-((2-hydroxyethyl)sulfonamido)-2-(6-azaspiro[2.5]octan-6-yl)benzamide FC1(CC1)CN1N=CC=2C1=NC(=CC2)NC(C2=C(C=C(C=C2)NS(=O)(=O)CCO)N2CCC1(CC1)CC2)=O